O1[C@@H](COCC1)COC1=C(C=C(C=C1)F)C1CCN(CC1)[C@@H]1COC2(CNC2)C1 (S)-7-(4-(2-(((S)-1,4-dioxane-2-yl)methoxy)-5-fluorophenyl)piperidin-1-yl)-5-oxa-2-azaspiro[3.4]Octane